N4-(2,3,5,6-tetrafluorophenyl)-1,3,5-triazine-2,4-diamine FC1=C(C(=C(C=C1F)F)F)NC1=NC(=NC=N1)N